4-[3-(azetidin-2-yl)-3-methyl-pyrrolidin-1-yl]-3-chloro-N-[(2,4-dimethoxyphenyl)methyl]-2,6-difluoro-N-(6-fluoro-2-pyridyl)benzenesulfonamide N1C(CC1)C1(CN(CC1)C1=C(C(=C(C(=C1)F)S(=O)(=O)N(C1=NC(=CC=C1)F)CC1=C(C=C(C=C1)OC)OC)F)Cl)C